O=C1NC(CCC1N1C(C2=CC=C(C=C2C1=O)NCC1CC(C1)N1N=CC(=C1)C1=NC2=C(C=CC=C2N=C1)N1CCN(CC1)C)=O)=O 2-(2,6-dioxopiperidin-3-yl)-5-(((3-(4-(8-(4-methylpiperazin-1-yl)quinoxalin-2-yl)-1H-pyrazol-1-yl)cyclobutyl)methyl)amino)isoindoline-1,3-dione